C(CCCCCCCCCCCCCCCCC)C(C(=O)O)CC1=CC(=C(C(=C1)C(C)(C)C)O)C(C)(C)C.CC(C)(C)C=1C=C(C=C(C1O)C(C)(C)C)CCC(=O)O.CC(C)(C)C=1C=C(C=C(C1O)C(C)(C)C)CCC(=O)O.CC(C)(C)C=1C=C(C=C(C1O)C(C)(C)C)CCC(=O)O.CC(C)(C)C=1C=C(C=C(C1O)C(C)(C)C)CCC(=O)O.OCC(CO)(CO)CO pentaerythritol tetrakis[3-[3,5-bis(1,1-dimethylethyl)-4-hydroxyphenyl]-propionate] Octadecyl-3-[3,5-bis(1,1-dimethylethyl)-4-hydroxyphenyl]-propionate